8-fluoro-5-oxa-2-azabicyclo[5.1.0]octane FC1C2COCCNC12